ClCC1=NC(=NC(=C1)N1[C@H](COCC1)CC)C1=CC=C2C(=N1)C=C(N2COCC[Si](C)(C)C)CN(C(OC(C)(C)C)=O)C tert-butyl (S)-((5-(4-(chloromethyl)-6-(3-ethylmorpholino)-pyrimidin-2-yl)-1-((2-(trimethylsilyl)ethoxy)methyl)-1H-pyrrolo[3,2-b]pyridin-2-yl)methyl)-(methyl)carbamate